ClC1=CC=C(C=N1)CN1C(C=CC=C1)=NC(C(F)(F)F)=O N-[1-((6-chloropyridin-3-yl)methyl)pyridin-2(1H)-ylidene]-2,2,2-trifluoroacetamide